N-benzyl-N-(2-cyano-3-bromophenyl)-methacrylamide C(C1=CC=CC=C1)N(C(C(=C)C)=O)C1=C(C(=CC=C1)Br)C#N